ClC=1C(=NC=CC1)N 3-chloropyridine-2-amine